COC(=O)C1=NC(=C(C=C1[N+](=O)[O-])C(F)(F)F)O[C@H](C)CC=C (R)-3-nitro-6-(pent-4-en-2-yloxy)-5-(trifluoromethyl)pyridine-2-carboxylic acid methyl ester